N-(2-phenyl-1,2,3,4-tetrahydroquinolin-6-yl)methanesulfonamide C1(=CC=CC=C1)C1NC2=CC=C(C=C2CC1)NS(=O)(=O)C